FC1=CC=C(C\N=C\2/S\C(\C(N2C2=CC=C(C=C2)Cl)=O)=C/C2=CC3=C(OCCO3)C=C2)C=C1 (2Z,5Z)-2-(4-fluorobenzylimino)-3-(4-chlorophenyl)-5-((2,3-dihydrobenzo[b][1,4]dioxin-6-yl)methylene)thiazolidin-4-one